3-[[4-amino-8-(trans-4-aminocyclohexyloxy)-5,5-dimethyl-6H-benzo[H]quinazolin-7-yl]-methyl-amino]-2,2-dimethyl-propan-1-ol NC1=NC=NC=2C3=C(CC(C12)(C)C)C(=C(C=C3)O[C@@H]3CC[C@H](CC3)N)N(CC(CO)(C)C)C